(S)-2-(2,6-dichlorobenzoylamino)-3-(5-(1-ethyl-2-oxo-1,2-dihydropyridin-3-yl)quinolin-8-yl)propionic acid ClC1=C(C(=O)N[C@H](C(=O)O)CC=2C=CC(=C3C=CC=NC23)C=2C(N(C=CC2)CC)=O)C(=CC=C1)Cl